(2R,5S)-2-(1-(4-bromophenyl)-3-(4-fluorophenyl)-1H-pyrazol-4-yl)-3-(3,4-diaminophenethyl)-5-methyl-oxazolidin-4-one BrC1=CC=C(C=C1)N1N=C(C(=C1)[C@H]1O[C@H](C(N1CCC1=CC(=C(C=C1)N)N)=O)C)C1=CC=C(C=C1)F